[Si](C)(C)(C(C)(C)C)O[C@H](CC(CO)O)C=1C=C2CN(C(C2=CC1)=O)[C@@H]1C(NC(CC1)=O)=O (3S)-3-[5-[(1R)-1-[tert-butyl(dimethyl)silyl]oxy-3,4-dihydroxy-butyl]-1-oxo-isoindolin-2-yl]piperidine-2,6-dione